C(C(C(CCC)O)O)O 1,2,3-hexanetriol